2-chloro-N-(1-cyanocyclopropyl)-5-[1-[2-methyl-5-(2,2,2-trifluoroethoxy)-4-(trifluoromethyl)pyrazol-3-yl]pyrazol-4-yl]benzamide ClC1=C(C(=O)NC2(CC2)C#N)C=C(C=C1)C=1C=NN(C1)C=1N(N=C(C1C(F)(F)F)OCC(F)(F)F)C